ethyl N-{[4-(4-fluorophenyl)-5-isopropyl-2H-pyrazol-3-yl]carbamothioyl}carbamate FC1=CC=C(C=C1)C1=C(NN=C1C(C)C)NC(=S)NC(OCC)=O